3-amino-N,N-diethylphenethylamine NC=1C=C(CCN(CC)CC)C=CC1